C(C)(C)(C)C1=CC=C(C=C1)S(=O)(=O)N1CC=C(CC1)C=1C=C(C(=NC1)C(=O)NCC(=O)O)O (5-(1-((4-tert-butylphenyl)sulfonyl)-1,2,5,6-tetrahydropyridin-4-yl)-3-hydroxy-pyridine-2-carbonyl)glycine